FC(C12CC(C1)(C2)N)F 3-(difluoromethyl)bicyclo[1.1.1]pentane-1-amine